C(C)(C)(C)OC(=O)N(C)C1(CCCC1)C(=O)O ((tert-butoxycarbonyl)(methyl)amino)cyclopentane-1-carboxylic acid